FC=1N=C2N(C3=CC(=NC=C3C=C2C=2C=NC(=CC2C)[C@@H](CCC)O)NC=O)C1 (1R,2R)-2-fluoro-N-(4-(6-(1-hydroxybutyl)-4-methylpyridin-3-yl)imidazo[1,2-a][1,6]naphthyridin-8-yl)carboxamide